(R)-2,6-dimethyl-phenyl-aminopropionic acid CC1=C(C(=CC=C1)C)[C@@](C(=O)O)(C)N